C(C)(C)(C)C1=NN(C(O1)=O)C1=C(C=C(C(=C1)OC(C)C)Cl)Cl 5-tert-butyl-3-(2,4-dichloro-5-propan-2-yloxyphenyl)-1,3,4-oxadiazol-2-one